S1NC=COC=2C=C3NC(C(NC3=CC21)=O)=O [1,4,5]oxathiazepino[2,3-g]quinoxaline-8,9(7H,10H)-dione